ethyl 3-(4-(2-chloro-4-fluorophenyl)-2-oxo-2H-chromen-7-yl)-2-methylpropanoate ClC1=C(C=CC(=C1)F)C1=CC(OC2=CC(=CC=C12)CC(C(=O)OCC)C)=O